diethyl peroxy dicarbonate C(OCC)(OOOOC(OCC)=O)=O